C(C)[C@@]1(CN(CCOC1)C=1C2=C(N=C(N1)OC[C@]13CCCN3C[C@@H](C1)F)C(=C(N=C2)C2=CC(=CC1=CC=C(C(=C21)CC)F)O)F)O (S)-6-Ethyl-4-(7-(8-ethyl-7-fluoro-3-hydroxynaphthalen-1-yl)-8-fluoro-2-(((2R,7aS)-2-fluorotetrahydro-1H-pyrrolizin-7a(5H)-yl)methoxy)pyrido[4,3-d]pyrimidin-4-yl)-1,4-oxazepan-6-ol